1-(4-chlorobenzyl)-2-oxocyclopentane methyl-formate sodium salt [Na].COC=O.ClC1=CC=C(CC2C(CCC2)=O)C=C1